1-methyl-5-(4,4,5,5-tetramethyl-1,3,2-dioxaborolan-2-yl)-1H-benzo[d][1,2,3]triazole compound with 1-methyl-6-(4,4,5,5-tetramethyl-1,3,2-dioxaborolan-2-yl)-1H-benzo[d][1,2,3]triazole CN1N=NC2=C1C=C(C=C2)B2OC(C(O2)(C)C)(C)C.CN2N=NC1=C2C=CC(=C1)B1OC(C(O1)(C)C)(C)C